C(C)(C)(C)OC(=O)N1CCN(CC1)C=1C(=C(C(=O)O)C=CC1)CO (4-tert-Butoxycarbonylpiperazin-1-yl)-2-(hydroxymethyl)benzoic acid